1-(3,3-dimethyl-2-(1H-1,2,3-triazol-1-yl)butanoyl)-4-hydroxy-N-methylpyrrolidine-2-carboxamide CC(C(C(=O)N1C(CC(C1)O)C(=O)NC)N1N=NC=C1)(C)C